N-(4-amino-2,5-diethoxyphenyl)benzamide NC1=CC(=C(C=C1OCC)NC(C1=CC=CC=C1)=O)OCC